5-((4-(2,3-difluorophenyl)piperazin-1-yl)methyl)-2-(2,4-dioxotetrahydropyrimidin-1(2H)-yl)isoindoline-1,3-dione FC1=C(C=CC=C1F)N1CCN(CC1)CC=1C=C2C(N(C(C2=CC1)=O)N1C(NC(CC1)=O)=O)=O